tert-butyl (3S,6S)-4-[3-[[4-chloro-6-(2,6-dimethylphenyl)pyrimidin-2-yl]sulfamoyl]benzoyl]-6-hydroxy-3-isopentyl-1,4-diazepane-1-carboxylate ClC1=NC(=NC(=C1)C1=C(C=CC=C1C)C)NS(=O)(=O)C=1C=C(C(=O)N2[C@H](CN(C[C@H](C2)O)C(=O)OC(C)(C)C)CCC(C)C)C=CC1